C(C)(=O)[O-].[Na+].P(=O)([O-])([O-])[O-].[Fe+2].[Na+] sodium iron phosphate compound with sodium acetate